BrC=1C=C(C=C(C1)Cl)NC(NC1=C(C(=O)NC)C=CC(=C1)F)=O 2-[3-(3-bromo-5-chlorophenyl)ureido]-4-fluoro-N-methylbenzamide